1-[2-(methoxymethyl)-3-methyl-phenyl]-4-methyl-tetrazol-5-one COCC1=C(C=CC=C1C)N1N=NN(C1=O)C